CN1N=CC2=CC=C(C=C12)NC(CC)=O N-(1-methyl-1H-indazol-6-yl)propanamide